4-(4-(3,8-diazabicyclo[3.2.1]octan-3-yl)-2-((1-((dimethylamino)methyl)cyclopropyl)methoxy)-5,8-dihydropyrido[3,4-d]pyrimidin-7(6H)-yl)-5-iodonaphthalen-2-ol C12CN(CC(CC1)N2)C=2C1=C(N=C(N2)OCC2(CC2)CN(C)C)CN(CC1)C1=CC(=CC2=CC=CC(=C12)I)O